((3-(3-methyl-4-(pyridin-2-yloxy)phenyl)-1,2,4-oxadiazol-5-yl)methyl)acrylic acid CC=1C=C(C=CC1OC1=NC=CC=C1)C1=NOC(=N1)CC(C(=O)O)=C